ClC=1C=CC(=C(C1)C1=CC(N(C=C1OC)C(CC)N1CN(NC1)C1=C(C(=O)O)C=CC=C1)=O)N1N=NC(=C1)Cl 2-(4-(1-(4-(5-chloro-2-(4-chloro-1H-1,2,3-triazol-1-yl)phenyl)-5-methoxy-2-oxopyridin-1(2H)-yl)propyl)-1H-1,2,4-triazol-2-yl)benzoic acid